Cl.C(C)(=O)NCCN(CC[C@@H](C(=O)O)N)CCCCC1=NC=2NCCCC2C=C1 (S)-4-((2-acetamidoethyl)(4-(5,6,7,8-tetrahydro-1,8-naphthyridin-2-yl)butyl)amino)-2-aminobutyric acid hydrochloride